CC1=CC=C(C=C1)S(=O)(=O)OC1C[C@@H](CCC1C(C)C)C (1R,2S,5R)-(-)-menthol (S)-p-toluenesulfonate